BrC1=C(C(=CC(=C1)F)[N+](=O)[O-])/C=C/N(C)C (E)-2-(2-bromo-4-fluoro-6-nitro-phenyl)-N,N-dimethyl-ethenamine